C(C)N(CC(=O)O)S(=O)(=O)C(C(C(C(C(C(C(C(F)(F)F)(F)F)(F)F)(F)F)(F)F)(F)F)(F)F)(F)F 2-(N-ethyl-perfluorooctanesulfonylamino)acetic acid